CC(C(=O)N[C@@H](CCCCN)C(=O)O)=C (2-methyl-1-oxo-2-propen-1-yl)-L-lysine